(4-(methylthio)pyrimidin-5-yl)-4,5-dihydro-oxazole-4-carboxylic acid ethyl ester C(C)OC(=O)C1N=C(OC1)C=1C(=NC=NC1)SC